(S)-2-amino-5-(4-(2-(3,5-difluorophenyl)-2-hydroxyacetamido)-2-methylphenyl)-N-(3-methoxycyclobutyl)nicotinamide NC1=C(C(=O)NC2CC(C2)OC)C=C(C=N1)C1=C(C=C(C=C1)NC([C@@H](O)C1=CC(=CC(=C1)F)F)=O)C